methoxytrimethyl-ammonium chloride [Cl-].CO[N+](C)(C)C